C1(CC1)CN1SC2=C(C1)C=CC(=C2C)F 2-(cyclopropylmethyl)-6-fluoro-7-methylbenzo[d]isothiazol